C12N(CC(NC1)C2)C2=CC(=NC(=C2F)N2CCOCC2)NC2=NC=C(C=C2)C(F)(F)F 4-(2,5-Diazabicyclo[2.2.1]heptan-2-yl)-5-fluoro-6-morpholino-N-(5-(trifluoromethyl)pyridin-2-yl)pyridin-2-amine